C(C=CCCC)(=O)[O-] hexaenoate